4-(2,7-diazaspiro[3.5]nonan-7-yl)-6-(2,2,2-trifluoroethyl)quinazoline C1NCC12CCN(CC2)C2=NC=NC1=CC=C(C=C21)CC(F)(F)F